1,5-dimethyl-4-[[4-methyl-6-(4-methylimidazol-1-yl)-3-pyridinyl]sulfonyl]-2,3-dihydroquinoxaline CN1CCN(C2=C(C=CC=C12)C)S(=O)(=O)C=1C=NC(=CC1C)N1C=NC(=C1)C